4-{4-[4-(Ethylcarbamoyl)-1H-pyrazol-1-yl]-2-oxo-2,3-dihydro-1H-1,3-benzodiazol-1-yl}-N-(4-iodophenyl)piperidine-1-carboxamide C(C)NC(=O)C=1C=NN(C1)C1=CC=CC=2N(C(NC21)=O)C2CCN(CC2)C(=O)NC2=CC=C(C=C2)I